BrC1=C(C=C(C=C1)C=1C=NN(C1)C1OCCCC1)OCOC 4-(4-Bromo-3-(methoxymethoxy)phenyl)-1-(tetrahydro-2H-pyran-2-yl)-1H-pyrazole